FC=1C=C(C=CC1F)[C@H]1NCCC1 (S)-2-(3,4-difluorophenyl)-pyrrolidine